BrC=1C=C(C=C2C=C(C=NC12)COC)Cl 8-bromo-6-chloro-3-(methoxymethyl)quinoline